FC1=CC=C(CN(C(=O)NCC2=CC=C(C=C2)OCC(C)C)C[C@H]2N(CCC2)C)C=C1 (S)-1-(4-fluorobenzyl)-3-(4-isobutoxyphenyl-methyl)-1-((1-methylpyrrolidin-2-yl)methyl)urea